C1(CC1)C(=O)N1CCN(CC1)C(=O)OC(C)(C)C tert-butyl 4-cyclopropanecarbonylpiperazine-1-carboxylate